C(CC)OCC(C)OCC(C)O 1-((1-propoxyprop-2-yl)oxy)propan-2-ol